C(CCCCCCC)N1SCCC1=O 2-n-octyl-isothiazolin-3-one